ClC=1C(=C(NC1)C=O)C 4-CHLORO-3-METHYL-1H-PYRROLE-2-CARBALDEHYDE